4-(oxan-4-yloxy)aniline O1CCC(CC1)OC1=CC=C(N)C=C1